(isopropyl)[(isopropyl)benzofuropyridineyl]pyridine C(C)(C)C=1C(=NC=CC1)C1=NC2=C(C=C1C(C)C)OC1=C2C=CC=C1